N-(6-((3-(aminomethyl)-1H-pyrazol-1-yl)methyl)-4-methoxybenzo[d]isoxazol-3-yl)-1-cyclohexylmethanesulfonamide NCC1=NN(C=C1)CC1=CC2=C(C(=NO2)NS(=O)(=O)CC2CCCCC2)C(=C1)OC